C[C@H]1CN(C[C@H](N1)C=1C(=C2COC(C2=CC1)=O)C)CC=1C=NN(C1)C1=CC(=C(C=N1)C#N)C(F)(F)F 6-(4-(((3s,5r)-3-methyl-5-(4-methyl-1-oxo-1,3-dihydroisobenzofuran-5-yl)piperazin-1-yl)methyl)-1H-pyrazol-1-yl)-4-(trifluoromethyl)pyridine-3-carbonitrile